C(#N)C=1C=CNC1 4-cyano-1H-pyrrole